2-methyl-bisaminopropyl-aniline CC1=C(N(CCCN)CCCN)C=CC=C1